CN1N=CC(=C1)C=1N=C(C=2N(C1)N=CC2)O[C@H]2CN(CCC2)C(=O)OC(C)(C)C (R)-tert-butyl 3-[6-(1-methylpyrazol-4-yl)pyrazolo[1,5-a]pyrazin-4-yl]oxypiperidine-1-carboxylate